(1aS,5aS)-2-(2,4-Difluoro-phenyl)-1a,2,5,5a-tetrahydro-1H-2,3-diaza-cyclopropa[a]pentalene-4-carboxylic acid (4,6-dimethyl-pyridin-2-yl)-amide CC1=CC(=NC(=C1)C)NC(=O)C=1C=2C[C@H]3[C@@H](C2N(N1)C1=C(C=C(C=C1)F)F)C3